O=C1N(CCC(N1)=O)C1=CC=C(C=C1)N1CCC(CC1)CN1CCC2(CC(C2)NC(OCC2=CC=CC=C2)=O)CC1 benzyl (7-((1-(4-(2,4-dioxotetrahydropyrimidin-1(2H)-yl)phenyl)piperidin-4-yl)methyl)-7-azaspiro[3.5]nonan-2-yl)carbamate